C(C)OC(=O)C1=NC=2N(C(=C1)NC1=CC3=C(N(C(N3CC(CC)O)=O)C)C=C1)N=CC2F 3-fluoro-7-((3-(2-hydroxybutyl)-1-methyl-2-oxo-2,3-dihydro-1H-benzo[d]-imidazol-5-yl)amino)pyrazolo[1,5-a]pyrimidine-5-carboxylic acid ethyl ester